ClCC(C[Na])O 3-Chloro-2-hydroxypropyl-sodium